C(C)(C)(C)OC(=O)N1CCN(CC1)C1=C(C(=NC2=C(C(=C(C=C12)Cl)Br)F)N=C(C1=CC=CC=C1)C1=CC=CC=C1)C#N 4-(7-bromo-6-chloro-3-cyano-2-((diphenylmethylene)amino)-8-fluoroquinolin-4-yl)piperazine-1-carboxylic acid tert-butyl ester